ClC=1N=C(C2=C(N1)C=CS2)N2[C@@H](CCC2)CO (S)-(1-(2-chlorothieno[3,2-d]pyrimidin-4-yl)pyrrolidin-2-yl)methanol